2,2-dichloro-1,1,1-trifluoroEthan ClC(C(F)(F)F)Cl